1-[1-(4-fluorophenyl)ethyl]-4-piperidinol FC1=CC=C(C=C1)C(C)N1CCC(CC1)O